N1N=CC(=C1)C1=CC=C(C=C1)NC1=NC(=NC=C1)C=1C=C2CN(CC2=CC1)C(=O)OC1CNCC1 pyrrolidin-3-yl 5-(4-((4-(1H-pyrazol-4-yl)phenyl)amino)pyrimidin-2-yl)isoindoline-2-carboxylate